Kalium hydrogen-peroxomonosulfat S(=O)(=O)(OO)[O-].[K+]